NCCOCC1CCC(CC1)C=O (4-{[(2-aminoethyl)oxyl]methyl}cyclohexyl)methanone